BrC1=CC(=NC2=CC=CC=C12)NCCN(CC)CC N1-(4-bromoquinolin-2-yl)-N2,N2-diethylethane-1,2-diamine